(1S)-2-[4,6-bis(trifluoromethyl)pyrimidin-2-yl]-6-chloro-1-[(oxan-2-yl)methyl]-2,3,4,9-tetrahydro-1H-pyrido[3,4-b]indole FC(C1=NC(=NC(=C1)C(F)(F)F)N1[C@H](C=2NC3=CC=C(C=C3C2CC1)Cl)CC1OCCCC1)(F)F